BrC1=CC=CC(=N1)C=1CCN(CC1)C(=O)OC(C)(C)C tert-butyl 4-(6-bromo-2-pyridyl)-3,6-dihydro-2H-pyridine-1-carboxylate